N[C@@H]([C@@H](C(=O)N1[C@@H](CCC1)C(=O)N[C@@H]([C@@H](C)CC)C(=O)OC)O)CC(C)C Methyl ((2S,3R)-3-amino-2-hydroxy-5-methylhexanoyl)-L-prolyl-L-isoleucinate